4,5-dicyano-2-trifluoromethyl-imidazole C(#N)C=1N=C(NC1C#N)C(F)(F)F